ClC=1N=C(SC1Cl)OC1=CC(=C(C=C1C)N=CN(C)CC)C N'-{4-[(4,5-dichloro-1,3-thiazol-2-yl)oxy]-2,5-dimethylphenyl}-N-ethyl-N-methylimido-formamide